[SiH3]P silylphosphine